N1=CC=C(C=C1)NC(N)=N 3-(pyridin-4-yl)guanidine